tert-butyl 2-bromo-3-(3-methyl-1-{[2-(trimethylsilyl)ethoxy]methyl}-1H-pyrrolo[2,3-b]pyridin-4-yl)-6,7-dihydropyrazolo[1,5-a]pyrazine-5(4H)-carboxylate BrC1=NN2C(CN(CC2)C(=O)OC(C)(C)C)=C1C1=C2C(=NC=C1)N(C=C2C)COCC[Si](C)(C)C